C1N(C[C@@H]2C3CCC([C@H]12)O3)C3=NC1=CC=C(C=C1C=N3)C=O ((3Ar,7as)-octahydro-2H-4,7-epoxyisoindol-2-yl)quinazoline-6-carbaldehyde